6-bromo-8-fluoroimidazo[1,2-a]pyridine-3-carboxylic acid BrC=1C=C(C=2N(C1)C(=CN2)C(=O)O)F